(2S,5'R)-7-chloro-N'-(2-hydroxy-2-methyl-propionyl)-1',4-dimethoxy-5'-methyl-3,3'-dioxo-spiro[benzofuran-2,6'-cyclohexene]-6-carbohydrazide ClC1=C(C=C(C=2C([C@@]3([C@@H](CC(C=C3OC)=O)C)OC21)=O)OC)C(=O)NNC(C(C)(C)O)=O